NC1=NC=C(C=C1N)Br L-2,3-diamino-5-bromopyridine